ClC1=NC=C(C(=C1)NC(C)C)C1=NC(=NO1)C 2-chloro-N-isopropyl-5-(3-methyl-1,2,4-oxadiazol-5-yl)pyridin-4-amine